heptyl-4-(3-fluorobenzylamino)-7-methoxychroman C(CCCCCC)C1OC2=CC(=CC=C2C(C1)NCC1=CC(=CC=C1)F)OC